FC1=C(C(=CC=C1)C)C=1CCN(CC1)C(=O)OCC1=CC=CC=C1 benzyl 4-(2-fluoro-6-methylphenyl)-3,6-dihydro-2H-pyridine-1-carboxylate